(3-((dimethylamino)methyl)-4-(isopropylsulfonyl)phenyl)boronic acid CN(C)CC=1C=C(C=CC1S(=O)(=O)C(C)C)B(O)O